COC(C(CC(C)C)N1N=C(C=C(C1=O)C1CC1)C=COCC)=O 2-(5-cyclopropyl-3-(2-ethoxyvinyl)-6-oxopyridazin-1(6H)-yl)-4-methylpentanoic acid methyl ester